FC1=C2C=NN(C2=CC=C1C[C@@H](CN)N(C)C)S(=O)(=O)C1=CC=C(C)C=C1 (S)-3-(4-fluoro-1-tosyl-1H-indazol-5-yl)-N2,N2-dimethylpropane-1,2-diamine